COC1=NC(=CC=C1B(O)O)C(F)(F)F (2-methoxy-6-(trifluoromethyl)pyridin-3-yl)boronic acid